C1(CCCC1)N(CCNC(=O)C1=CC(=C(S1)NC(=O)C=1C=NN2C1SC(=C2)C=2C=NN(C2)C)C)C N-(5-((2-(cyclopentyl(methyl)amino)ethyl)carbamoyl)-3-methylthiophen-2-yl)-2-(1-methyl-1H-pyrazol-4-yl)pyrazolo[5,1-b]thiazole-7-carboxamide